2-amino-3,3-dimethylbutane NC(C)C(C)(C)C